CC=CC=C methyl-butadiene